C(N)(=O)C1=C(SC=2C(OC(CC21)(C)C)(C)C)NC(=O)C2=NNC=C2C2OCCOC2 N-(3-carbamoyl-5,5,7,7-tetramethyl-4H-thieno[2,3-c]pyran-2-yl)-4-(1,4-dioxan-2-yl)-1H-pyrazole-3-carboxamide